6-(6-exo-hydroxy-3-phenyl-3a-(1-phenylvinyl)-1,3a,4,5,6,6a-hexahydropentalen-2-yl)hexyl (2-(trimethylammonio)ethyl) phosphate P(=O)(OCCCCCCC=1CC2C(CCC2(C1C1=CC=CC=C1)C(=C)C1=CC=CC=C1)O)(OCC[N+](C)(C)C)[O-]